3-benzyl-1-(trans-4-((5-cyano-4-((2S,3S)-3-hydroxy-2-methyl-3-(trifluoromethyl)pyrrolidin-1-yl)pyrimidin-2-yl)amino)-cyclohexyl)-1-(5-(1-methyl-1H-pyrazol-4-yl)pyridin-2-yl)urea C(C1=CC=CC=C1)NC(N(C1=NC=C(C=C1)C=1C=NN(C1)C)[C@@H]1CC[C@H](CC1)NC1=NC=C(C(=N1)N1[C@H]([C@@](CC1)(C(F)(F)F)O)C)C#N)=O